NCCOCCOCCOCCOCCOCCOC=1C=C(OC2=CC=C(C=N2)C(=O)OC)C=CC1 methyl 6-[3-[2-[2-[2-[2-[2-(2-aminoethoxy)ethoxy]ethoxy]ethoxy]ethoxy] ethoxy]phenoxy]pyridine-3-carboxylate